2,6-dimethyl-tetradecyloxybenzene CC(COC1=CC=CC=C1)CCCC(CCCCCCCC)C